[4-[5-(4-chlorophenyl)-1-[2-(trifluoromethyl)phenyl]pyrrol-2-yl]phenyl]-piperazin-1-yl-methanone hydrochloride Cl.ClC1=CC=C(C=C1)C1=CC=C(N1C1=C(C=CC=C1)C(F)(F)F)C1=CC=C(C=C1)C(=O)N1CCNCC1